2,7-dibromo-4,9-dihydro-4,4,9,9-tetrakis(2-ethylhexyl)-s-indaceno[1,2-b:5,6-b']-dithiophene BrC1=CC2=C(S1)C1=CC=3C(C4=C(SC(=C4)Br)C3C=C1C2(CC(CCCC)CC)CC(CCCC)CC)(CC(CCCC)CC)CC(CCCC)CC